2-amino-2-(4-chloro-3-(trifluoromethoxy)phenyl)-6-hydroxy-6-methylcyclohexan-1-one hydrochloride Cl.NC1(C(C(CCC1)(C)O)=O)C1=CC(=C(C=C1)Cl)OC(F)(F)F